4-bromo-2-(4-methoxybenzyl)isoindoline-1,3-dione BrC1=C2C(N(C(C2=CC=C1)=O)CC1=CC=C(C=C1)OC)=O